Aminoethyl chloride NCCCl